1-((2R,5S)-4-(6-chloro-7-(2-fluorophenyl)-1-(2-isopropylphenyl)-2,2-dioxido-1H-pyrido[2,3-c][1,2,6]thiadiazin-4-yl)-2,5-dimethylpiperazin-1-yl)prop-2-en-1-one ClC1=CC2=C(N(S(N=C2N2C[C@H](N(C[C@@H]2C)C(C=C)=O)C)(=O)=O)C2=C(C=CC=C2)C(C)C)N=C1C1=C(C=CC=C1)F